CNC1CCC(CC1)NC rac-(1r,4r)-N1,N4-dimethylcyclohexane-1,4-diamine